di-sec-butylaminofluorosilane C(C)(CC)N(C(C)CC)[SiH2]F